4-(1-chloro-3-(5-(difluoromethyl)-1,3,4-thiadiazol-2-yl)-6-(N-(1-(fluoromethyl)cyclopropyl)sulfamoyl)imidazo[1,5-a]pyridin-8-yl)-N,N-dimethylpiperazine-1-carboxamide ClC=1N=C(N2C1C(=CC(=C2)S(NC2(CC2)CF)(=O)=O)N2CCN(CC2)C(=O)N(C)C)C=2SC(=NN2)C(F)F